Cl.N=1C=NN2C1C=CC=C2 [1,2,4]Triazolo[1,5-a]pyridine hydrochloride